BrC1=CC=2C3=C(NC2C=C1)C(=NC(=N3)C([2H])([2H])[2H])O 8-Bromo-2-(methyl-d3)-5H-pyrimido[5,4-b]indole-4-ol